C(CC(=O)C)(=O)OOCC(C)C.C(CC(=O)C)(=O)OOCC(C)C diisobutoxy bis(acetoacetate)